4-chloro-2,3-dihydrothieno[3,2-c]pyridine 1,1-dioxide ClC1=NC=CC2=C1CCS2(=O)=O